BrC=1C=C(C(=NC1)C(=O)N[C@H](C=O)C)Cl (S)-5-bromo-3-chloro-N-(1-oxopropan-2-yl)picolinamide